N1N=CC2=CC(=CC=C12)N1C=NC(=C1)NC(=O)[C@@H]1CN(CC1)C#N (S)-N-(1-(1H-indazol-5-yl)-1H-imidazol-4-yl)-1-cyanopyrrolidine-3-carboxamide